C12(C(C=C(C1C2)C)=O)C(C)C 3-thujaenone